ClC=1C=C(C=C(C1)CC(=O)[O-])CC(=O)[O-] 5-chloro-1,3-benzenediacetate